S1SC2=C3C1=CC=CC3=CC=C2 Naphtho[1,8-cd]-1,2-dithiole